4-((4-methylpiperazin-1-yl)methyl)-3-(trifluoromethyl)aniline CN1CCN(CC1)CC1=C(C=C(N)C=C1)C(F)(F)F